trans-benzyl 4-(4-ethoxycarbonylcyclohexoxy)piperidine-1-carboxylate C(C)OC(=O)[C@@H]1CC[C@H](CC1)OC1CCN(CC1)C(=O)OCC1=CC=CC=C1